6-Amino-2-(3,5-dichloro-4-((6-oxo-5-(m-tolyl)-1,6-dihydropyridazin-3-yl)oxy)phenyl)-1,2,4-triazine-3,5(2H,4H)-dione NC=1C(NC(N(N1)C1=CC(=C(C(=C1)Cl)OC1=NNC(C(=C1)C=1C=C(C=CC1)C)=O)Cl)=O)=O